2-{[(tert-butoxy)carbonyl]Amino}acetic acid C(C)(C)(C)OC(=O)NCC(=O)O